ClC=1C=C(C=CC1OC)C1=CN=C2N1C=CN=C2NC2=CC=C(C=C2)NC(CN2CCOCC2)=O N-(4-((3-(3-chloro-4-methoxyphenyl)imidazo[1,2-a]pyrazin-8-yl)amino)phenyl)-2-morpholinoacetamide